N-(2-methoxybenzyl)-1-(2,5-dimethoxy-4-fluorophenyl)-2-aminoethane COC1=C(CNCCC2=C(C=C(C(=C2)OC)F)OC)C=CC=C1